6-[4-[acetyl-(propyl)amino]-3-chloro-phenyl]-N-[(2-methyl-3-pyridyl)methyl]pyridine-3-carboxamide C(C)(=O)N(C1=C(C=C(C=C1)C1=CC=C(C=N1)C(=O)NCC=1C(=NC=CC1)C)Cl)CCC